ClC=1C(=C(C=CC1)N1CC=2N=C(N=C(C2CC1)N1C[C@@H](N(CC1)C(=O)OC(C)(C)C)CC#N)OC[C@H]1N(CCC1)C)C(F)(F)F tert-butyl (2S)-4-[7-[3-chloro-2-(trifluoromethyl)phenyl]-2-([(2S)-1-methylpyrrolidin-2-yl]methoxy)-6,8-dihydro-5H-pyrido[3,4-d]pyrimidin-4-yl]-2-(cyanomethyl)piperazine-1-carboxylate